imidazole iodonium salt [IH2+].N1C=NC=C1